C(C)NC(CCC)=O N-ethylbutanamide